7-(benzyloxy)-4-(4-bromo-2-fluorophenoxy)-6-methoxyquinoline C(C1=CC=CC=C1)OC1=C(C=C2C(=CC=NC2=C1)OC1=C(C=C(C=C1)Br)F)OC